ClC1=NC=CC=C1C1=CN=C(O1)C(I)C1CC(C1)(F)F 5-(2-chloropyridin-3-yl)-2-((3,3-difluorocyclobutyl)iodomethyl)oxazole